fluoro-2-(methoxymethoxy)-5'-(methylsulfonyl)-[1,1'-biphenyl] FC=1C(=C(C=CC1)C1=CC=CC(=C1)S(=O)(=O)C)OCOC